L-arginyl-glycyl-L-alpha-aspartyl-L-serine N[C@@H](CCCNC(N)=N)C(=O)NCC(=O)N[C@@H](CC(O)=O)C(=O)N[C@@H](CO)C(=O)O